O1COC2=C1C=CC(=C2)NC(=O)C=2C1=C(SC2)C=CC=C1 N-(benzo[d][1,3]dioxol-5-yl)benzo[b]thiophene-3-carboxamide